3-isopropylcyclohexane-1,2-dicarboxylic acid, disodium salt [Na+].[Na+].C(C)(C)C1C(C(CCC1)C(=O)[O-])C(=O)[O-]